3'-{N'-[3-methyl-5-oxo-1-(4-trifluoromethylphenyl)-1,5-dihydropyrazol-4-ylidene]hydrazino}-2'-hydroxybiphenyl-3-carboxylic acid CC1=NN(C(C1=NNC=1C(=C(C=CC1)C1=CC(=CC=C1)C(=O)O)O)=O)C1=CC=C(C=C1)C(F)(F)F